6-bromo-N-(1-(4-cyanophenyl)ethyl)-1-(4-fluorobenzyl)-4-hydroxy-2-oxo-1,2-dihydro-1,8-naphthyridine-3-carboxamide BrC=1C=C2C(=C(C(N(C2=NC1)CC1=CC=C(C=C1)F)=O)C(=O)NC(C)C1=CC=C(C=C1)C#N)O